N-[3-(cyclopropylcarbamoyl)tetrahydrofuran-3-yl]-3-(3,5-difluorophenyl)-5-methyl-4H-isoxazole-5-carboxamide C1(CC1)NC(=O)C1(COCC1)NC(=O)C1(CC(=NO1)C1=CC(=CC(=C1)F)F)C